gamma-methacryloxypropyl-triisopropoxysilane C(C(=C)C)(=O)OCCC[Si](OC(C)C)(OC(C)C)OC(C)C